P(=O)(OCCOCCCC)([O-])[O-] mono(butoxyethyl) phosphate